C(C)(C)(C)OC(N(C\C=C\C(=O)N(C)C)CCOC1=CC=C(C=C1)Br)=O [2-(4-bromophenoxy)ethyl]-N-[(E)-4-(dimethylamino)-4-oxo-but-2-enyl]carbamic acid tert-butyl ester